N-(1-(Methylsulfonyl)piperidin-4-yl)-5,6-dihydrobenzo[f]imidazo[1,5-d][1,4]oxazepine-10-carboxamide CS(=O)(=O)N1CCC(CC1)NC(=O)C=1C=CC2=C(C=3N(CCO2)C=NC3)C1